2-fluoro-N-methyl-benzamide FC1=C(C(=O)NC)C=CC=C1